2-(((Tetrahydro-2H-pyran-4-yl)thio)methyl)-7-((tetrahydrofuran-3-yl)amino)quinazolin-4(3H)-one O1CCC(CC1)SCC1=NC2=CC(=CC=C2C(N1)=O)NC1COCC1